4-[5-(2-aminoethyl)pyrimidin-2-yl]-3-[5-[4-methoxybutyl(methyl)amino]-2-methylpyrazol-3-yl]oxybenzonitrile NCCC=1C=NC(=NC1)C1=C(C=C(C#N)C=C1)OC=1N(N=C(C1)N(C)CCCCOC)C